4-(2-Cyanopropan-2-yl)benzoic acid methyl ester COC(C1=CC=C(C=C1)C(C)(C)C#N)=O